BrC1=CC2=C(N=C(NC2=O)C)N=C1OC(F)(F)F 6-bromo-2-methyl-7-(trifluoromethoxy)pyrido[2,3-d]pyrimidin-4(3H)-one